CCCCN(CCCC)C(=S)[S-].CCCCN(CCCC)C(=S)[S-].[Zn+2] zinc dibutyl dithiocarbamate